C1CNC=2C=CC3=C(C12)C=CC=C3 1,3-dihydro-2H-benzo[e]indol